5-(p-tolyl)dihydrofuran C1(=CC=C(C=C1)C1=CCCO1)C